bromoethyl mannopyranoside O(C1[C@@H](O)[C@@H](O)[C@H](O)[C@H](O1)CO)CCBr